ClC=1C=C(C=CC1C(F)(F)F)C1(CCC1)O 1-(3-chloro-4-(trifluoromethyl)phenyl)cyclobutan-1-ol